FC1=C2CN(CC2=CC(=C1)F)C(=O)NC1=CC=C(C=C1)C1CCC(CC1)C(NC)=O 4,6-DIFLUORO-N-(4-((1R,4R)-4-(METHYL-CARBAMOYL)CYCLOHEXYL)PHENYL)ISOINDOLINE-2-CARBOXAMIDE